CCCCCCCCC(CCCCCCCC)OC(CCCCCCCN(CCCCC(=O)N1CCN(CC1)C(CCCCN(CCCCCCCC(=O)OCCCCCCCCC)CCCCCCCC(=O)OC(CCCCCCCC)CCCCCCCC)=O)CCCCCCCC(OCCCCCCCCC)=O)=O Di(heptadecan-9-yl)8,8'-((piperazine-1,4-diylbis(5-oxopentane-5,1-diyl))bis((8-(nonyloxy)-8-oxooctyl)azanediyl))dioctanoate